COC(=O)N1CCC2(CN(C(N2CC2=CC(=CC=C2)OC)=O)C2=NC=C(C(=N2)OC)C=2C=NNC2)CC1 3-(4-methoxy-5-(1H-pyrazol-4-yl)pyrimidin-2-yl)-1-(3-methoxybenzyl)-2-oxo-1,3,8-triazaspiro[4.5]decane-8-carboxylic acid methyl ester